4-([1,1'-biphenyl]-3-yl)-5-chloropyrimidin C1(=CC(=CC=C1)C1=NC=NC=C1Cl)C1=CC=CC=C1